(S)-(4-(4-(difluoromethyl)pyrazolo[1,5-a]pyridin-2-yl)-6,7-dihydro-1H-imidazo[4,5-c]pyridin-5(4H)-yl)(6-methoxypyrazolo[1,5-a]pyridin-3-yl)methanone FC(C=1C=2N(C=CC1)N=C(C2)[C@H]2N(CCC1=C2N=CN1)C(=O)C=1C=NN2C1C=CC(=C2)OC)F